2-chloro-N-(2-(1-(4-((4-chlorophenyl)amino)tetrahydro-2H-pyran-4-carbonyl)piperidin-4-yl)ethyl)acetamide ClCC(=O)NCCC1CCN(CC1)C(=O)C1(CCOCC1)NC1=CC=C(C=C1)Cl